NC(C(=O)NC1=NC=C(C=C1O)C=1C(=NN(C1C)COCC[Si](C)(C)C)C)=C(C1CCCCC1)C1CCCCC1 (2S)-2-amino-3,3-dicyclohexyl-N-[5-[3,5-dimethyl-1-(2-trimethylsilylethoxymethyl)pyrazol-4-yl]-3-hydroxy-2-pyridinyl]acrylamide